FC(C(=O)O)(F)F.OC[C@H](O)[C@@H](O)[C@H](O)[C@H](O)CO sorbitol trifluoroacetate